(R)-N-((S)-4-hydroxy-3-oxo-1-((S)-2-oxopyrrolidin-3-yl)butan-2-yl)-2-(4-methoxy-1H-indole-2-carbonyl)-2-azabicyclo[2.2.2]octane-3-carboxamide OCC([C@H](C[C@H]1C(NCC1)=O)NC(=O)[C@@H]1N(C2CCC1CC2)C(=O)C=2NC1=CC=CC(=C1C2)OC)=O